3-(3-bromo-1,2,4-oxadiazol-5-yl)-2,5,6-trifluorophenol BrC1=NOC(=N1)C=1C(=C(C(=C(C1)F)F)O)F